O.C(CC(O)(C(=O)O)CC(=O)O)(=O)O.C(C)OC(=O)N1CC2(CC(C2)N2CCC(CC2)C2=CC=NN2C)CC1 2-[4-(1-methyl-1H-pyrazol-5-yl)-1-piperidinyl]-6-azaspiro[3.4]octane-6-carboxylic acid ethyl ester citrate monohydrate